C(CCCCCCCCCCCCCCCCCCCC)C1=C(O)C=CC=C1O heneicosyl-resorcinol